C(CCC)C1=C(N=C(S1)C1CCN(CC1)CCN1C=CC2=CC(=CC=C12)C#N)C1=CC=C(C=C1)OC1=CC=C(C=C1)Cl ((4-(5-butyl-4-(4-(4-chlorophenoxy)phenyl)thiazol-2-yl)piperidin-1-yl)ethyl)-1H-indole-5-carbonitrile